C(C)(C)(C)OC(=O)N1[C@@H](CCC1)C=1C=C(C=C2CCN(CC12)C([C@@](C(F)(F)F)(C)O)=O)Cl.C1(=CC=CC2=CC3=CC4=CC=CC=C4C=C3C=C12)SC1CCC(CC1)=O 4-(tetracenylthio)cyclohexanone tert-butyl-(S)-2-(6-chloro-2-((R)-3,3,3-trifluoro-2-hydroxy-2-methylpropanoyl)-1,2,3,4-tetrahydroisoquinolin-8-yl)pyrrolidine-1-carboxylate